2-bromo-N-(3,4-dimethoxybenzyl)acetamide BrCC(=O)NCC1=CC(=C(C=C1)OC)OC